NC=1C=2N(C=CN1)C(=NC2CC2=CC=C(C=C2)OC2=CC=CC=C2)[C@H]2N(CCC2)C(C#CC)=O (S)-1-(2-(8-amino-1-(4-phenoxybenzyl)imidazo[1,5-a]pyrazin-3-yl)pyrrolidin-1-yl)but-2-yn-1-one